1-(3-chloro-5,6,7,8-tetrahydroisoquinolin-5-yl)-3-(2-(1-(trifluoromethyl)cyclopropyl)ethyl)urea ClC=1N=CC=2CCCC(C2C1)NC(=O)NCCC1(CC1)C(F)(F)F